CC=1SC=C(N1)COCC1=NOCC1 3-(((2-methylthiazol-4-yl)methoxy)methyl)-4,5-dihydroisoxazole